samarium lithium [Li].[Sm]